methyl (R)-2-(6-bromo-3,4-difluoro-2-nitrophenoxy)propanoate BrC1=CC(=C(C(=C1O[C@@H](C(=O)OC)C)[N+](=O)[O-])F)F